(1R,2R)-2-fluoro-N-(3-(5-fluoro-6-((E)-1-(hydroxyimino)propyl)-4-methylpyridin-3-yl)-1-methyl-2-oxo-1,2-dihydro-1,6-naphthyridin-7-yl)cyclopropane-1-carboxamide F[C@H]1[C@H](C1)C(=O)NC1=NC=C2C=C(C(N(C2=C1)C)=O)C=1C=NC(=C(C1C)F)/C(/CC)=N/O